C1(=C(C(=C(C(=C1C1=CC(=CC=C1O)C)C)C1=CC(=CC=C1O)C)C)C1=CC(=CC=C1O)C)C (mesitylene-2,4,6-triyl)tris-p-cresol